N-cyclobutyl-2,4-dihydroxy-6-pentyl-benzenesulfonamide C1(CCC1)NS(=O)(=O)C1=C(C=C(C=C1CCCCC)O)O